dimethoxy-[(2-methyl-1,3-oxathiolan-2-yl)methylthio]-mercaptophosphine COP(S)(SCC1(OCCS1)C)OC